C(C1=CC=CC=C1)OC(=O)N1CCC(CC1)CN1CCC(CC1)CC1CN(C1)C1=NC=CC(=C1)B(O)O [2-[3-[[1-[(1-benzyloxycarbonyl-4-piperidinyl)methyl]-4-piperidinyl]methyl]azetidin-1-yl]-4-pyridinyl]boronic acid